CN1C2CN(CC1C2)C=2C(=C(N)C=CC2)[N+](=O)[O-] 3-(6-methyl-3,6-diazabicyclo-[3.1.1]heptan-3-yl)-2-nitroaniline